N-ethyl-2,2,2-trifluoro-1-(5-methoxy-4-(8-methoxyimidazo[1,2-a]pyrazin-6-yl)pyridin-2-yl)ethan-1-amine C(C)NC(C(F)(F)F)C1=NC=C(C(=C1)C=1N=C(C=2N(C1)C=CN2)OC)OC